OC=1C(=C(C(=CC1)C)NC(=O)C1=CN=C(S1)NC1=NC=NC(=C1)N1CCNCC1)C N-(3-Hydroxy-2,6-dimethylphenyl)-2-((6-(piperazin-1-yl)pyrimidin-4-yl)amino)thiazole-5-carboxamide